(E)-1-(3-bromoprop-1-en-1-yl)-3-(trifluoromethyl)benzene BrC/C=C/C1=CC(=CC=C1)C(F)(F)F